FC1=C(C=CC=C1)C1=NC=CC=C1O[C@H](C)C=1C=C(C=C2C(C(=C(OC12)C1=CC(NC=C1)=O)C)=O)C 4-[8-[(1R)-1-[[2-(2-fluorophenyl)-3-pyridyl]oxy]ethyl]-3,6-dimethyl-4-oxo-chromen-2-yl]-1H-pyridin-2-one